C1=C(C=CC=2OC3=C(C21)C=CC=C3)[C@H](C)NC=3C(N(C(=CN3)C3=C(C=CC=C3)F)CC(=O)O)=O (S)-2-(3-((1-(dibenzo[b,d]furan-2-yl)ethyl)amino)-6-(2-fluorophenyl)-2-oxopyrazin-1(2H)-yl)acetic acid